COC(C)COC(C)COC Di-propylene glycol dimethyl ether